C[C@@](N)(CO)C(=O)O (R)-2-methylserine